1-(4-(methylsulfonyl)benzoyl)-N-(4-(3-(pyridin-4-yl)phenyl)thiazol-2-yl)azetidine-2-carboxamide CS(=O)(=O)C1=CC=C(C(=O)N2C(CC2)C(=O)NC=2SC=C(N2)C2=CC(=CC=C2)C2=CC=NC=C2)C=C1